ethyl (1-{4-[5-(trifluoromethyl)-1,2,4-oxadiazol-3-yl] benzyl}-1H-pyrazol-4-yl)acetate FC(C1=NC(=NO1)C1=CC=C(CN2N=CC(=C2)CC(=O)OCC)C=C1)(F)F